C(C=C)(=O)N1[C@@H](C[C@H](CC1)N1N=NC=2C(=NC=3C(=C(C(=CC3C21)C)C2=C(C(=CC=C2)C)C)F)N2CC(C2)N(C)C)CC#N 2-((2S,4S)-1-acryloyl-4-(4-(3-(dimethylamino)azetidin-1-yl)-7-(2,3-dimethylphenyl)-6-fluoro-8-methyl-1H-[1,2,3]triazolo[4,5-c]quinolin-1-yl)piperidin-2-yl)acetonitrile